BrC1=C(C(=O)N(C2=CSC=C2)CC(CCCCCCCC)CCCCCC)C=C(C(=C1)C(=O)N(C1=CSC=C1)CC(CCCCCCCC)CCCCCC)Br 2,5-dibromo-N1,N4-bis(2-hexyldecyl)-N1,N4-bis(thiophen-3-yl)terephthalamide